3-[(4S)-7-chloro-6-(2,6-difluorophenyl)-4-methyl-8-(trifluoromethyl)-4H-[1,2,4]triazolo[1,5-a][1,4]benzodiazepin-2-yl]oxazolidin-2-one ClC1=C(C=CC2=C1C(=N[C@H](C=1N2N=C(N1)N1C(OCC1)=O)C)C1=C(C=CC=C1F)F)C(F)(F)F